C(#N)C=1NC=CN1 cyano-imidazole